N=1C=NN2C1C=CC(=C2)C(=O)O [1,2,4]triazolo[1,5-a]pyridine-6-carboxylic acid